4-[[3-fluoro-2-methoxy-propyl]-[4-(5,6,7,8-tetrahydro-1,8-naphthyridin-2-yl)butyl]amino]-2-[(2-fluoro-6-methyl-benzoyl)amino]butanoic acid FCC(CN(CCC(C(=O)O)NC(C1=C(C=CC=C1C)F)=O)CCCCC1=NC=2NCCCC2C=C1)OC